COC=1C=C2C(=CC=NC2=CC1OC)OCC1=CC=C(C=C1)[SH2](=O)C=N (4-{[(6,7-dimethoxyquinolin-4-yl)oxy]methyl}phenyl)(imino)methyl-λ6-sulfanone